F[C@H]1COCC[C@H]1C1=NN(C(C=2C1=CNC(C2)=O)=O)C ((3R,4S)-3-fluorotetrahydro-2H-pyran-4-yl)-2-methyl-2,6-dihydropyrido[3,4-d]pyridazine-1,7-dione